OC[C@H](C)NC(=O)C1=NC(=C(N=C1)OC1=CC=C(C=C1)C(F)(F)F)C1=NN(C=C1)C N-[(2S)-1-Hydroxypropan-2-yl]-6-(1-methyl-1H-pyrazol-3-yl)-5-[4-(trifluoromethyl)phenoxy]pyrazine-2-carboxamide